1-(3-((4-((3-cyclopropyl-phenyl)amino)-7-methoxy-quinazolin-6-yl)oxy)-azetidin-1-yl)prop-2-en-1-one C1(CC1)C=1C=C(C=CC1)NC1=NC=NC2=CC(=C(C=C12)OC1CN(C1)C(C=C)=O)OC